CC1=C(C(=CC(=C1)C)C)[Se][Se]C1=C(C=C(C=C1C)C)C bis(2,4,6-trimethylphenyl) diselenide